2-[(1R,6R)-6-Isopropyl-3-methylcyclohex-2-en-1-yl]-5-pentylbenzene-1,3-diol C(C)(C)[C@H]1CCC(=C[C@@H]1C1=C(C=C(C=C1O)CCCCC)O)C